6-((4-(6-(2-(Benzylamino)-2-oxoethyl)pyridin-3-yl)phenyl)amino)-N-hydroxyhexanamide C(C1=CC=CC=C1)NC(CC1=CC=C(C=N1)C1=CC=C(C=C1)NCCCCCC(=O)NO)=O